(Z)-N-(2-((2-Acetylhydrazineylidene)methyl)quinolin-8-yl)-4-(trifluoromethyl)benzenesulfonamide C(C)(=O)N\N=C/C1=NC2=C(C=CC=C2C=C1)NS(=O)(=O)C1=CC=C(C=C1)C(F)(F)F